1-chloro-3,3-dibutyl-1,3-disilacyclobutane Cl[SiH]1C[Si](C1)(CCCC)CCCC